(S*)-6-(1H-imidazo[4,5-c]pyridin-2-yl)-2-methyl-7-((2-methyl-1-(pyrimidin-2-yl)propyl)-amino)-2H-pyrazolo[4,3-b]pyridin-5(4H)-one N1C(=NC=2C=NC=CC21)C2=C(C=1C(NC2=O)=CN(N1)C)N[C@@H](C(C)C)C1=NC=CC=N1 |o1:21|